C(CCCCCCCCC)OC(C=1C(C(=O)OCCCCCCCCCC)=CC=CC1)=O Didecylphthalat